[SH3+].CC(=C)C12C(C=CC=C1)OCO2 alpha-methyl-1,2-methylenedioxystyrene sulfonium salt